tert-Butyl 12-neopentyl-4-oxa-8,12-diazadispiro[2.1.5.3]tridecane-8-carboxylate C(C(C)(C)C)N1CC2(OC3(CC3)C1)CCN(CC2)C(=O)OC(C)(C)C